C(C)C=1C=C(C(=O)N)C=CC1N1N=C(C2=C1N=CC=C2N2N=C(C=1C2=NC=CC1N1C=NC(=C1)C=1C=NN(C1)C)C(C)C)C(C)C 3-ethyl-4-{4-[4-(1-methyl-1H-pyrazol-4-yl)-1H-imidazol-1-yl]-3,3'-bis(propane-2-yl)-1'H-[1,4'-bipyrazolo[3,4-b]pyridin]-1'-yl}benzamide